B(OCC=1C(OC)=CC=CC1)(OCC=1C(OC)=CC=CC1)[O-] bis(methylsalicyl) borate